benzylidene-2-(4-methoxystyryl)oxazol-5(4H)-one C(C1=CC=CC=C1)=C1N=C(OC1=O)C=CC1=CC=C(C=C1)OC